BrC=1C=C(C(=NC1)C1CC1)OC 5-bromo-2-cyclopropyl-3-methoxypyridine